FC1=C(N=C(C2=C1N=C(N=C2N2C[C@@](CCC2)(O)C)SC)C)C2=CC(=CC1=CC=C(C(=C21)C#C[Si](C(C)C)(C(C)C)C(C)C)F)OCOC (R)-1-(8-fluoro-7-(7-fluoro-3-(methoxymethoxy)-8-((triisopropylsilyl)ethynyl)naphthalene-1-yl)-5-methyl-2-(methylthio)pyrido[4,3-d]pyrimidin-4-yl)-3-methylpiperidin-3-ol